6-Allyloxy-4-(4-chloro-phenyl)-[2,2']bipyridinyl-5-carbonitrile C(C=C)OC1=C(C(=CC(=N1)C1=NC=CC=C1)C1=CC=C(C=C1)Cl)C#N